tert-butyl 6-(7-carbamoyl-5-fluoro-2,3-dimethyl-1H-indol-4-yl)octahydro-1H-pyrrolo[2,3-c]pyridine-1-carboxylate C(N)(=O)C=1C=C(C(=C2C(=C(NC12)C)C)N1CC2C(CC1)CCN2C(=O)OC(C)(C)C)F